2-(2-fluoro-2-(1-phenylazetidin-3-ylidene)ethyl)isoindoline-1,3-dione FC(CN1C(C2=CC=CC=C2C1=O)=O)=C1CN(C1)C1=CC=CC=C1